(E)-4-[4-(tert-butoxycarbonylamino)butoxy]but-2-enoic acid C(C)(C)(C)OC(=O)NCCCCOC/C=C/C(=O)O